(2R,6R)-4-benzyloxycarbonyl-6-methyl-morpholine-2-carboxylic acid C(C1=CC=CC=C1)OC(=O)N1C[C@@H](O[C@@H](C1)C)C(=O)O